butyl 3-(5-(5-((+)-3-cyclopropyl-1-((S)-1,1-dimethylethylsulfinamido)-1-(pyridin-3-yl)propyl)-2-fluorophenylcarbamoyl)-3-(trifluoromethyl)-1H-pyrazol-1-yl)benzylcarbamate C1(CC1)CCC(C=1C=NC=CC1)(N[S@@](=O)C(C)(C)C)C=1C=CC(=C(C1)NC(=O)C1=CC(=NN1C=1C=C(CNC(OCCCC)=O)C=CC1)C(F)(F)F)F